NCCCCCC(=O)OC(CCCCC(=O)O)=O 6-(6-aminohexanoyloxy)-6-oxohexanoic acid